C(=C)OC(C1=C(C=CC=C1)C)=O vinyl-2-methylbenzoate